FC=1C=C(C=CC1)C1=CC(=CC=C1)[C@H](CC(=O)O)NC(=O)NC=1C(N(C=C(C1O)C)C)=O (S)-3-(3'-fluorobiphenyl-3-yl)-3-(3-(4-hydroxy-1,5-dimethyl-2-oxo-1,2-dihydropyridin-3-yl)ureido)propanoic acid